O=C1N(CCC1)CC(=O)N 2-(2-oxo-1-pyrrolidinyl)acetamide